(5-isopropyl-2-methoxyphenyl)-2'-oxo-1',4'-dihydro-2'H-spiro[pyrrolidine-3,3'-quinoline]-1-carbonitrile C(C)(C)C=1C=CC(=C(C1)N1C(C2(CC3=CC=CC=C13)CN(CC2)C#N)=O)OC